N1N=CC2=CC=C(C=C12)CN(C1=NC=C(C=C1)COCCOCCOCC1=CC=CC=C1)CC1=CC(=CC=C1)OC N-((1H-indazol-6-yl)methyl)-5-((2-(2-(benzyloxy)ethoxy)ethoxy)methyl)-N-(3-methoxybenzyl)pyridin-2-amine